COCCNC(C)C=1C=C(C=2N(C(C=CN2)=O)C1)C(F)(F)F 7-(1-((2-methoxyethyl)amino)ethyl)-9-(trifluoromethyl)-4H-pyrido[1,2-a]pyrimidin-4-one